dibutyl-tin di(tridecyl maleate) C(CCCCCCCCCCCC)/C(/C(=O)[O-])=C/C(=O)[O-].C(CCCCCCCCCCCC)/C(/C(=O)[O-])=C/C(=O)[O-].C(CCC)[Sn+4]CCCC